rac-tert-Butyl (2R,3S)-3-(2-bromo-5-(trifluoromethyl)phenoxy)-2-methylpyrrolidine-1-carboxylate BrC1=C(O[C@@H]2[C@H](N(CC2)C(=O)OC(C)(C)C)C)C=C(C=C1)C(F)(F)F |r|